ClC1=CC=C(C=C1)S(=O)(=O)NC1=CC=C(C=C1)/N=C/C=1C(=C2C=CC(OC2=CC1)(C)C)O (E)-4-chloro-N-(4-(((5-hydroxy-2,2-dimethyl-2H-chromen-6-yl)methylene)amino)phenyl)benzenesulfonamide